5-chloro-N-[3-fluoro-4-(2-{3H-imidazo[4,5-b]pyridin-6-yl}ethynyl)pyridin-2-yl]-2-methoxypyridine-3-sulfonamide ClC=1C=C(C(=NC1)OC)S(=O)(=O)NC1=NC=CC(=C1F)C#CC=1C=C2C(=NC1)NC=N2